ClC1=C(C=C(OCC(=O)N[C@H]2CC[C@@H](N(C2)C(=O)OC(C)(C)C)C(NCC2=NOC(=C2)C(F)(F)F)=O)C=C1)F tert-butyl (2R,5S)-5-[2-(4-chloro-3-fluorophenoxy)acetamido]-2-({[5-(trifluoromethyl)-1,2-oxazol-3-yl]methyl}carbamoyl)piperidine-1-carboxylate